S1C(=CC=C1)\C(\C)=N\NC(N)=S (E)-2-(1-(thiophen-2-yl)ethylidene)hydrazine-1-carbothioamide